ClC1=C(C=C(C=C1)C1CCN(C(O1)=O)C12CC(C1)(C2)C2=CC=NC=C2)F 6-(4-chloro-3-fluorophenyl)-3-(3-(pyridin-4-yl)bicyclo[1.1.1]pentan-1-yl)-1,3-oxazinan-2-one